CC1=CN=C(S1)NC(C)=O N-(5-methylthiazol-2-yl)acetamide